CS(=O)(=O)C1=CC=C(NC2=NC=C(C(=N2)N[C@H](CO)C2=CC=CC=C2)C2=NN=NN2C)C=C1 (2S)-2-[[2-(4-methylsulfonylanilino)-5-(1-methyltetrazol-5-yl)pyrimidin-4-yl]amino]-2-phenyl-ethanol